ClC1=C(C=CC(=C1)F)C1=C(C(N=C(N1)C=1SC=CN1)CN1CC2(CC2)C[C@H]1C(=O)O)C(=O)OCC (S)-5-((6-(2-chloro-4-fluorophenyl)-5-(ethoxycarbonyl)-2-(thiazol-2-yl)-1,4-dihydropyrimidin-4-yl)methyl)-5-azaspiro[2.4]heptane-6-carboxylic acid